N5-(2-fluorophenyl)-N6-(p-tolyl)-[1,2,5]oxadiazolo[3,4-b]pyrazine-5,6-diamine FC1=C(C=CC=C1)NC1=NC=2C(N=C1NC1=CC=C(C=C1)C)=NON2